CC12C=C(CC(CC1)(N2C(=O)OC(C)(C)C)C)O[Si](C)(C)C t-butyl 1,5-dimethyl-3-((trimethylsilyl) oxy)-8-azabicyclo[3.2.1]oct-2-ene-8-carboxylate